CC1=C(C(=CC(=C1)C=CC(C(C(C(C(C(F)(F)F)(F)F)(F)F)(F)F)(F)F)(F)F)C)NC(C(F)(F)F)=O N-(2,6-dimethyl-4-(3,3,4,4,5,5,6,6,7,7,8,8,8-tridecafluorooct-1-en-1-yl)phenyl)-2,2,2-trifluoroacetamide